FC1=C(C=CC=2N(C(=NC21)C2=CC=C(C=C2)S(=O)(=O)C)C)C2CCN(CC2)C2CCN(CC2)CCOC 4-Fluoro-5-(1'-(2-methoxyethyl)-[1,4'-bipiperidin]-4-yl)-1-methyl-2-(4-(methylsulfonyl)phenyl)-1H-benzo[d]imidazol